(2R)-2-(3-fluoro-4-phenylphenyl)propionic acid FC=1C=C(C=CC1C1=CC=CC=C1)[C@H](C(=O)O)C